methyl 4-[3-[2,6-dichloro-4-(1-methylpyrazol-4-yl)benzoyl]-2,4-dihydro-1,3-benzoxazin-8-yl]-2-fluorobenzoate ClC1=C(C(=O)N2COC3=C(C2)C=CC=C3C3=CC(=C(C(=O)OC)C=C3)F)C(=CC(=C1)C=1C=NN(C1)C)Cl